(R)-4-(2-(tert-butylamino)-1-hydroxyethyl)-2-(hydroxymethyl)phenol tartrate C(=O)(O)C(O)C(O)C(=O)O.C(C)(C)(C)NC[C@H](O)C1=CC(=C(C=C1)O)CO